FC(N1N=CC(=C1)C(=O)N)F 1-(Difluoromethyl)-1H-pyrazole-4-carboxamide